C(CC(CCCCCCCCCCCO)O)O 1,3,14-tetradecanetriol